4-Chloro-N-(2-(6-chloro-3,4-dihydro-1H-pyrido[3,4-b]indol-2(9H)-yl)ethyl)aniline formate C(=O)O.ClC1=CC=C(NCCN2CC=3NC4=CC=C(C=C4C3CC2)Cl)C=C1